O[C@@H]1CN(CC1)C1=C(C=C2C(=N1)N=C(O2)N2CCOCC2)C(=O)NC2=NC(=CC=C2)C=2C=NN(C2)C (S)-5-(3-hydroxypyrrolidin-1-yl)-N-(6-(1-methyl-1H-pyrazol-4-yl)pyridin-2-yl)-2-morpholinooxazolo[4,5-b]pyridine-6-carboxamide